ClC=1N=C(C2=C(N1)CCSC2)NC2=C(C=CC=C2)NC(C)=O N-(2-((2-chloro-7,8-dihydro-5H-thiopyrano[4,3-d]pyrimidin-4-yl)amino)phenyl)acetamide